1-oxo-3,4-diphenyl-1,2-dihydroisoquinoline-6-carbonitrile O=C1NC(=C(C2=CC(=CC=C12)C#N)C1=CC=CC=C1)C1=CC=CC=C1